C(C1=CC=CC=C1)OC(=O)N1CCC(CC1)N(CC1=C(C=CC=C1)[N+](=O)[O-])C(=O)OC(C)(C)C 4-(tert-Butoxycarbonyl-(2-nitrobenzyl)amino)piperidine-1-carboxylic acid benzyl ester